2-(12-bromo-dodecyloxy)-tetrahydropyran BrCCCCCCCCCCCCOC1OCCCC1